C(CC)(=O)OCC(=CCOC(CC)=O)C 2-methyl-2-butene-1,4-diyl dipropionate